C(CC)C1(C=CC=C1)[Hf]C1(C(=C(C(=C1C)C)C)C)C (n-propylcyclopentadienyl)(pentamethylcyclopentadienyl)hafnium